C(C(=C)C)(=O)ON(CC(CC(CCN(C(=O)OCC)OC(C(=C)C)=O)(C)C)C)C(=O)OCC 1,6-bis(methacryloxy-2-ethoxy-carbonylamino)-2,4,4-trimethylhexane